CC(C)(C)[S@@](=O)N (R)-(+)-2-methyl-2-propylsulfinamide